C(C1=CC=CC=C1)(=O)N1C(N(C=C(C1=O)C)CC1=NOC(=N1)C1=C(C(=C(C(=C1)F)F)OCC1=CC=C(C=C1)OC)F)=O 3-Benzoyl-5-methyl-1-((5-(2,4,5-trifluoro-3-((4-methoxybenzyl)oxy)phenyl)-1,2,4-oxadiazol-3-yl)methyl)pyrimidine-2,4(1H,3H)-dione